1-(3,4-difluorophenyl)-9-(3-oxo-6-(2,2,2-trifluoroethoxy)-2,3-dihydropyridazin-4-yl)-1,9-diazaspiro[5.5]undecan-2-one FC=1C=C(C=CC1F)N1C(CCCC12CCN(CC2)C=2C(NN=C(C2)OCC(F)(F)F)=O)=O